6-(4-((Boc)amino)-4-methylpiperidin-1-yl)-3-(2,3-dichlorophenyl)-5-formyl-1H-pyrazolo[3,4-b]Pyrazine-1-carboxylic acid tert-butyl ester C(C)(C)(C)OC(=O)N1N=C(C=2C1=NC(=C(N2)C=O)N2CCC(CC2)(C)NC(=O)OC(C)(C)C)C2=C(C(=CC=C2)Cl)Cl